BrC1=C(C=C(C(=C1)OC)[N+](=O)[O-])C(F)(F)F 1-bromo-5-methoxy-4-nitro-2-(trifluoromethyl)benzene